ClC1=C(C=C2N=CC(N(C2=C1)[C@@H](C)C1=C(C=CC(=C1)Cl)Cl)=O)[N+](=O)[O-] 7-chloro-1-[(1S)-1-(2,5-dichlorophenyl)ethyl]-6-nitroquinoxalin-2-one